C(C)OC(C(=O)C1C(C(CC1)(C)C)=O)=O.ClC1=NC2=C(C=CC(=C2C=C1)C(CC1=C(C=NC=C1Cl)Cl)=O)OC 1-(2-Chloro-8-methoxyquinolin-5-yl)-2-(3,5-dichloropyridin-4-yl)ethan-1-one ethyl-2-(3,3-dimethyl-2-oxocyclopentyl)-2-oxoacetate